OCC1=CC(=NN1CC(C)O)[N+](=O)[O-] 1-(5-(Hydroxymethyl)-3-nitro-1H-pyrazol-1-yl)propan-2-ol